2,4-dipiperidin-1-yl-phenylamine N1(CCCCC1)C1=C(C=CC(=C1)N1CCCCC1)N